N-(3-Methoxyphenyl)-6-morpholin-4-yl-N1-p-tolyl-[1,3,5]triazine-2,4-diamine hydrochloride Cl.COC=1C=C(C=CC1)NC1N(C(=NC(=N1)N)N1CCOCC1)C1=CC=C(C=C1)C